C12CC(CC2C1)OC1=C(C=C(C=C1O)NC(=O)C=1N=C(OC1CC(F)(F)F)N1CC(C1)(CC)CC)F N-(4-(cis-bicyclo[3.1.0]hexan-3-yloxy)-3-fluoro-5-hydroxyphenyl)-2-(3,3-diethylazetidin-1-yl)-5-(2,2,2-trifluoroethyl)oxazole-4-carboxamide